C1(=CC=CC=C1)NC(C1=CC=CC=C1)=O N-(phenyl)benzamide